C(C)(C)C=1C=C(C=C(C1)C)CCC=O 3-(3-isopropyl-5-methylcyclohexen-1,3-dien-1-yl)propanal